(3S,4S)-4-{[5-(2,4-difluoro-phenyl)-isoxazole-3-carbonyl]-amino}-1-((1R)-3,3-dimethyl-cyclohexyl)-piperidine-3-carboxylic acid dimethylamide CN(C(=O)[C@H]1CN(CC[C@@H]1NC(=O)C1=NOC(=C1)C1=C(C=C(C=C1)F)F)[C@H]1CC(CCC1)(C)C)C